C(=C)[Sb](C=C)C=C trivinyl-antimony